barium carbonate lithium [Li+].C([O-])([O-])=O.[Ba+2]